sodium gadoleate C(CCCCCCC\C=C/CCCCCCCCCC)(=O)[O-].[Na+]